OC[C@@]1(OC2=C(C1)C=C(C(=C2)OCC=2C=NN(C2)C)NC(=O)C=2C=NN1C2N=CC=C1)C (R)-N-(2-(hydroxymethyl)-2-methyl-6-((1-methyl-1H-pyrazol-4-yl)methoxy)-2,3-dihydrobenzofuran-5-yl)pyrazolo[1,5-a]pyrimidine-3-carboxamide